FC(CN1CCN(CC1)C=1N=C2N(C(C1C)=O)C=C(C=C2[C@@H](C)NC2=C(C(=O)O)C=CC=C2)C)F (R)-2-((1-(2-(4-(2,2-difluoroethyl)piperazin-1-yl)-3,7-dimethyl-4-oxo-4H-pyrido[1,2-a]pyrimidin-9-yl)ethyl)amino)benzoic acid